CC1=C(C=CC(=C1)OC1=CC=CC=C1)N1C(NC2=C(SC=3N=CC=C1C32)C(=O)N[C@@H]3C[C@@H](CC3)NC(CNC(OC(C)(C)C)=O)=O)=O tert-Butyl (2-(((1R,3S)-3-(5-(2-methyl-4-phenoxyphenyl)-4-oxo-4,5-dihydro-3H-1-thia-3,5,8-triazaacenaphthylene-2-carboxamido)cyclopentyl)amino)-2-oxoethyl)carbamate